C(C)(C)(C)C(C(=O)[O-])(C(=O)[O-])CCC.[Ca+2] calcium 2-(tert-butyl)-2-propylmalonate